6-(4-chlorophenyl)-2-(3,5-difluorophenyl)-3-oxo-2,3-dihydropyridazine-4-carboxylic acid methyl ester COC(=O)C=1C(N(N=C(C1)C1=CC=C(C=C1)Cl)C1=CC(=CC(=C1)F)F)=O